(2R,4aS,4bR,6aR,8R,10aS,10bR,12aS)-8-hydroxy-8-(methoxymethyl)-2,12a-dimethylhexadecahydrochrysen-1(2H)-one O[C@]1(C[C@H]2CC[C@H]3[C@@H]4CC[C@H](C([C@]4(CC[C@@H]3[C@H]2CC1)C)=O)C)COC